Dodecanedioic acid, S'-(dibutylstannylene) ester C1(CCCCCCCCCCC(=O)O[Sn](CCCC)(CCCC)O1)=O